(R)-2-methyl-2-(5-methyl-6-(oxazol-2-yl)-2,4-dioxo-1-(2-((4-oxocyclohexyl)oxy)-2-phenylethyl)-1,2-dihydrothieno[2,3-d]pyrimidin-3(4H)-yl)propionic acid CC(C(=O)O)(C)N1C(N(C2=C(C1=O)C(=C(S2)C=2OC=CN2)C)C[C@@H](C2=CC=CC=C2)OC2CCC(CC2)=O)=O